O.C(#N)[C@H](C[C@H]1C(NCCC1)=O)NC([C@H](CC1CC1)N1C(=CC2=CC=CC=C12)C(=O)N)=O ((s)-1-(((s)-1-cyano-2-((s)-2-oxopiperidin-3-yl)ethyl)amino)-3-cyclopropyl-1-oxopropan-2-yl)-1H-indole-2-carboxamide, hydrate